N-methyl-1-{trans-4-[methyl(7H-pyrrolo[2,3-d]pyrimidin-4-yl)amino]cyclohexyl}-methane-sulfonamide CNS(=O)(=O)C[C@@H]1CC[C@H](CC1)N(C=1C2=C(N=CN1)NC=C2)C